(5S*,8S*)-N-(2,4-di-chlorobenzyl)-5-fluoro-8-hydroxy-8-(methoxy-methyl)-5,6,7,8-tetra-hydroquinoline-5-carboxamide ClC1=C(CNC(=O)[C@]2(C=3C=CC=NC3[C@@](CC2)(COC)O)F)C=CC(=C1)Cl |o1:7,14|